methyl α-(trifluoromethyl)acrylate FC(C(C(=O)OC)=C)(F)F